4-ACETAMIDO-3-HYDROXY-N-(3-(PYRIDIN-2-YLETHYNYL)PHENYL)BENZAMIDE C(C)(=O)NC1=C(C=C(C(=O)NC2=CC(=CC=C2)C#CC2=NC=CC=C2)C=C1)O